ClC1=NC=C(C(=N1)C)F 2-chloro-5-fluoro-4-methylpyrimidine